ClC=1C=C(C(=O)N)C=CC1C1=C(SC2=C1NC(=NS2(=O)=O)NC)Cl 3-Chloro-4-[6-chloro-3-(methylamino)-1,1-dioxo-4H-thieno[3,2-e][1,2,4]thiadiazin-5-yl]benzamide